C(=C)C1=C(C=CC=C1)C1=NC(=NC(=N1)N)N 6-(vinyl-phenyl)-1,3,5-triazine-2,4-diamine